13-((8Z,11Z)-heptadeca-8,11-dien-1-yl)-3-(2-hydroxyethyl)-11,11,28-trimethyl-10,12,14-trioxa-3-aza-11-silatriacontan-1-ol C(CCCCCC\C=C/C\C=C/CCCCC)C(O[Si](OCCCCCCN(CCO)CCO)(C)C)OCCCCCCCCCCCCCC(CC)C